3,4-Difluoro-2-(2-Fluoro-4-iodoanilino)-5-[[3-Fluoro-2-(Propane-2-ylsulfamoylamino)Pyridine-4-yl]Methyl]Benzamide FC=1C(=C(C(=O)N)C=C(C1F)CC1=C(C(=NC=C1)NS(NC(C)C)(=O)=O)F)NC1=C(C=C(C=C1)I)F